BrC=1C=CC(=NC1)[C@@H]1[C@H]([C@@H](CC=C1)C(=O)OC)C(=O)OC |r| rac-dimethyl (1R,2R,3S)-3-(5-bromopyridin-2-yl)cyclohex-4-ene-1,2-dicarboxylate